C(C)(=O)N1\C(\C(C2=CC=CC=C12)=O)=C/C1=NC2=CC=C(C=C2C=C1)C(=O)N1CCS(CC1)(=O)=O (Z)-1-acetyl-2-((6-(1,1-dioxido-thiomorpholine-4-carbonyl)quinolin-2-yl)methylene)-indolin-3-one